phenyl(1-methyl-5-(trifluoromethyl)-1H-pyrazol-3-yl)carbamate C1(=CC=CC=C1)OC(NC1=NN(C(=C1)C(F)(F)F)C)=O